(2R,4S)-2-((R)-2-(2-hydroxy-4-methylphenyl)-4,5-dihydrothiazol-4-yl)-3-methylthiazolidine-4-carboxylic acid OC1=C(C=CC(=C1)C)C=1SC[C@@H](N1)[C@H]1SC[C@@H](N1C)C(=O)O